COC([C@@H](N(C)C(=O)N1CCC2([C@@H](N(CO2)C(C=C)=O)C)CC1)C(C)C)=O N-((S)-3-propenoyl-4-methyl-1-oxa-3,8-diazaspiro[4.5]decane-8-carbonyl)-N-methyl-L-valine methyl ester